COC(=O)C1CC=C(CC1)C1=CC=2C(=C(N=NC2O)C)C=N1 4-(1-hydroxy-4-methylpyrido[3,4-d]pyridazin-7-yl)cyclohex-3-ene-1-carboxylic acid methyl ester